S1C(=NC2=C1C=CC=C2)C2=CC(=C(C#N)C(=C2)N2C1=CC=CC=C1C=1C=CC=CC21)N2C1=CC=CC=C1C=1C=CC=CC21 4-(benzo[d]thiazol-2-yl)-2,6-di(9H-carbazol-9-yl)benzonitrile